sodium palmitoyl alaninate N[C@@H](C)C(=O)OC(CCCCCCCCCCCCCCC)=O.[Na]